FCN[C@@H](CCC(=O)O)C(=O)O (fluoromethyl)glutamic acid